Cl.CN(CCCN=C=NC)C N-(3-dimethylaminopropyl)-N'-methylcarbodiimide hydrochloride